5-bromo-N,1-diisopropyl-1H-pyrazolo[4,3-b]pyridin-7-amine BrC1=CC(=C2C(=N1)C=NN2C(C)C)NC(C)C